(1r,2s,5s)-6,6-dimethyl-3-[2-[2-tetrahydropyran-2-yl-5-(trifluoromethyl)pyrazol-3-yl]propionyl]-3-azabicyclo[3.1.0]hexane-2-carboxylic acid methyl ester COC(=O)[C@@H]1[C@H]2C([C@H]2CN1C(C(C)C=1N(N=C(C1)C(F)(F)F)C1OCCCC1)=O)(C)C